N-ethyl-N-(2-(2-(((2-fluoropyridin-3-yl)methyl)((1-(phenylsulfonyl)-1H-indol-3-yl)methyl)amino)ethoxy)ethyl)cyclopentanamine C(C)N(C1CCCC1)CCOCCN(CC1=CN(C2=CC=CC=C12)S(=O)(=O)C1=CC=CC=C1)CC=1C(=NC=CC1)F